C(C)(C)(C)OC(N[C@H]1CSC2=C(NC1=O)C=C(C=C2)C2=NOC(=N2)C2(COC2)NC(=O)OC(C)(C)C)=O N-[(3R)-7-[5-[3-(tert-butoxycarbonylamino)oxetan-3-yl]-1,2,4-oxadiazol-3-yl]-4-oxo-3,5-dihydro-2H-1,5-benzothiazepine-3-Yl]carbamic acid tert-butyl ester